rac-(7S)-7-(1-methylcyclopropyl)-N-[rac-(1R)-3-(dimethylamino)-1-[3-[(1-methylazetidin-3-yl)carbamoyl]phenyl]propyl]-5,6,7,8-tetrahydroacridine-2-carboxamide CC1(CC1)[C@H]1CCC=2N=C3C=CC(=CC3=CC2C1)C(=O)N[C@H](CCN(C)C)C1=CC(=CC=C1)C(NC1CN(C1)C)=O |r|